(R)-2-amino-3-methyl-butanol N[C@@H](CO)C(C)C